ClC1=CC=C2C(=CC=NC2=C1)OC1=CC=C(C=C1)NC(=O)C1(CC1)C(=O)NC1=CC=C(C=C1)F N-{4-[(7-chloroquinolin-4-yl)oxy]phenyl}-N'-(4-fluorophenyl)cyclopropane-1,1-dicarboxamide